N-(2-((6-((8'-METHYL-1',5'-DIOXO-1',5'-DIHYDRO-2'H-SPIRO[CYCLOHEXANE-1,3'-IMIDAZO[1,5-A]PYRIDIN]-6'-YL)AMINO)PYRIMIDIN-4-YL)AMINO)ETHYL)METHANESULFONAMIDE CC1=C2N(C(C(=C1)NC1=CC(=NC=N1)NCCNS(=O)(=O)C)=O)C1(NC2=O)CCCCC1